NCCCNC(=O)C1=NC(=CN=C1)C=1NC2=CC=C(C=C2C1C)OC(F)(F)F N-(3-aminopropyl)-6-(3-methyl-5-(trifluoromethoxy)-1H-indol-2-yl)pyrazine-2-carboxamide